Cl.C(C1=CC=CC=C1)OC(=O)C1CC12CCNCC2 6-azaspiro[2.5]octane-1-carboxylic acid benzyl ester hydrochloride